(S)-3-((1,4-dioxan-2-yl)methoxy)-1-methyl-1H-indazol-6-amine O1[C@@H](COCC1)COC1=NN(C2=CC(=CC=C12)N)C